C[C@@H]1CN(C(=CC1)C=1C=CC2=C(N=C(S2)CCN(C2COC2)C)C1)C(=O)OC(C)(C)C (S)-tert-butyl 3-methyl-6-(2-(2-(methyl(Oxetan-3-yl)amino)Ethyl)benzo[d]thiazol-5-yl)-3,4-dihydropyridine-1(2H)-carboxylate